p-nitroso-N,N-dimethylaniline CN(C)C1=CC=C(C=C1)N=O